[Si](C)(C)(C(C)(C)C)OC1=CC(=C(N)C=C1)Cl 4-[tert-butyl(dimethyl)silyl]oxy-2-chloro-aniline